N1N=CC=2C1=NC=C(C2)NC(C2=CC=CC=C2)=O N-(1H-pyrazolo[3,4-b]pyridin-5-yl)benzamide